CN1N=CC(=C1C)B1OC(C)(C)C(C)(C)O1 1,5-dimethylpyrazole-4-boronic acid pinacol ester